FC1=C(C(=C(C(=C1[B-](C1=C(C(=C(C(=C1F)F)F)F)F)(C1=C(C(=C(C(=C1F)F)F)F)F)C1=C(C(=C(C(=C1F)F)F)F)F)F)F)F)F.CC=1C=C(C=C(C1)C)[C+](C1=CC(=CC(=C1)C)C)C1=CC(=CC(=C1)C)C tris(3,5-dimethylphenyl)carbenium tetrakis(pentafluorophenyl)Borate